ethylenediaminetetraacetic acid monoamide C(CN(CC(=O)N)CC(=O)N)N(CC(=O)N)CC(=O)N